FC(C(=O)O)(F)F.NCCC1=CC=C(C=C1)NC(=O)C1=C(C=C(C(=C1)OC)OC)NC(=O)C=1C=NC2=CC=CC=C2C1 N-(2-((4-(2-Aminoethyl)phenyl)carbamoyl)-4,5-dimethoxyphenyl)quinoline-3-carboxamide trifluoroacetate